1-(4-{3-Bromo-7-[2-(4-chloro-phenyl)-1,1-dimethyl-ethylamino]-2-isopropyl-2H-pyrazolo[4,3-d]pyrimidin-5-yl}-piperazin-1-yl)-ethanon BrC=1N(N=C2C1N=C(N=C2NC(CC2=CC=C(C=C2)Cl)(C)C)N2CCN(CC2)C(C)=O)C(C)C